[N+](=O)(O)[O-].NC(=O)NC(=O)N Biuret Nitrate